O=C1N(CC2=C3C(=CC=C12)C1(CCN(CC1)CC1=NC=CC=2CCCCC12)CO3)C3C(NC(CC3)=O)=O 3-(6-oxo-1'-((5,6,7,8-tetrahydroisoquinolin-1-yl)methyl)-6,8-dihydro-2H,7H-spiro[furo[2,3-e]isoindole-3,4'-piperidin]-7-yl)piperidine-2,6-dione